1-(4-(2-(3,4-dihydroxy-5-methoxyphenyl)-1H-benzo[d]imidazol-5-yl)piperidin-1-yl)ethanone OC=1C=C(C=C(C1O)OC)C1=NC2=C(N1)C=CC(=C2)C2CCN(CC2)C(C)=O